bis(4-(1-isocyanato-1-methylethyl)phenyl)carbonate N(=C=O)C(C)(C)C1=CC=C(C=C1)OC(OC1=CC=C(C=C1)C(C)(C)N=C=O)=O